ClC1=CC=C2C(=NC(N(C2=C1)C1=C(C=CC=C1)Cl)=O)N1CCC(CC1)C#C 7-chloro-1-(2-chlorophenyl)-4-(4-ethynylpiperidin-1-yl)quinazolin-2(1H)-one